ClC1=CC=C2C(CO[C@]3(C[C@@H](N(CC3)C(C(F)(F)F)=O)C)C2=C1)O 1-[(1R,2'S)-7-chloro-4-hydroxy-2'-methyl-spiro[isochromane-1,4'-piperidine]-1'-yl]-2,2,2-trifluoro-ethanone